Butyl-8-{[2-(4-bromophenyl)imidazo[1,2-a]pyridin-3-yl]methyl}-3,8-diazabicyclo[3.2.1]octane C(CCC)C12CNCC(CC1)N2CC2=C(N=C1N2C=CC=C1)C1=CC=C(C=C1)Br